4-(imidazo(1,2-a)pyrimidin-5-yl)-N-(5-methoxy-1,3,4-thiadiazol-2-yl)-6-methylnicotinamide N=1C=CN2C1N=CC=C2C2=CC(=NC=C2C(=O)NC=2SC(=NN2)OC)C